C(C)(C)(C)OC(=O)N1C[C@@H]([C@@H](CC1)N)OC (3S,4R)-4-amino-3-methoxypiperidine-1-carboxylic acid tert-butyl ester